OC1=C(C=CC=C1)C1CCC(CC1)OCN1CC(CC1)O ((((1S,4R)-4-(2-hydroxyphenyl)cyclohexyl)oxy)methyl)pyrrolidin-3-ol